tert-butyl-7-((2,2,2-trifluoroethyl) carbamoyl)-2,7-diazaspiro[4.4]nonane-2-carboxylate C(C)(C)(C)OC(=O)N1CC2(CC1)CN(CC2)C(NCC(F)(F)F)=O